4-Bromo-2-(1-(tetrahydro-2H-pyran-2-yl)-1H-pyrazolo[3,4-d]pyridin-3-yl)thiazole BrC=1N=C(SC1)C1=NN(C2=CC=NC=C21)C2OCCCC2